C(CCCCCCCCCCCCCCCCC)SSCCCCCCCCCCCCCCCCCC octadecyldisulfide